Butanen CCCC